FC(CN1N=CC=2C1=NC=CN2)F 1-(2,2-difluoroethyl)-1H-pyrazolo[3,4-b]pyrazine